N-cyclopropyl-2-(difluoromethoxy)-6-methoxy-4-[7-[3-(3-methyl-2-oxo-1-oxa-3,8-diazaspiro[4.5]decan-8-yl)propoxy]imidazo[1,2-a]pyridin-3-yl]benzamide C1(CC1)NC(C1=C(C=C(C=C1OC)C1=CN=C2N1C=CC(=C2)OCCCN2CCC1(CN(C(O1)=O)C)CC2)OC(F)F)=O